3,6,10,11-tetrakis(n-pentyloxy)triphenylene-2,7-dioctanol C(CCCC)OC=1C(=CC=2C3=CC(=C(C=C3C3=CC(=C(C=C3C2C1)OCCCCC)CCCCCCCCO)OCCCCC)OCCCCC)CCCCCCCCO